N,N-dimethyl-4-(2-((4-(methylsulfonyl)phenyl)amino)thiazol-4-yl)benzenesulfonamide methyl-1-(6-(2-hydroxyphenyl)pyridazin-4-yl)-4-(3-methylisoxazol-5-yl)piperidine-4-carboxylate COC(=O)C1(CCN(CC1)C1=CN=NC(=C1)C1=C(C=CC=C1)O)C1=CC(=NO1)C.CN(S(=O)(=O)C1=CC=C(C=C1)C=1N=C(SC1)NC1=CC=C(C=C1)S(=O)(=O)C)C